BrCC(=O)C1=C(N=C(S1)C)C 2-bromo-1-(2,4-dimethylthiazol-5-yl)ethan-1-one